CON(C(=O)[C@H]1COCC1)C (R)-N-methoxy-N-methyltetrahydrofuran-3-carboxamide